C(C)(C)(C)C(=O)C1C(C=C(CC1)C)C tert.-Butyl-(2,4-dimethyl-3-cyclohexen-1-yl)keton